The molecule is a tetrahydroxyflavone that is myricetin in which the hydroxy groups at positions 3 and 4' are replaced by methoxy groups. It has been isolated from Combretum quadrangulare. It has a role as a plant metabolite. It is a tetrahydroxyflavone and a dimethoxyflavone. It derives from a myricetin. COC1=C(C=C(C=C1O)C2=C(C(=O)C3=C(C=C(C=C3O2)O)O)OC)O